amino-L-asparagine NN[C@@H](CC(N)=O)C(=O)O